[Cl-].C(=CC)OCC[N+](C)(C)C [2-(propenoxy)ethyl]trimethyl-ammonium chloride